ClC1=NN(C(C2=C1OC(=C2)C(=O)N2CCCC2)=O)CC(=O)N(C)C2=CC1=C(OC(O1)(F)F)C=C2 2-(7-chloro-4-oxo-2-(pyrrolidine-1-carbonyl)furo[2,3-d]pyridazin-5(4H)-yl)-N-(2,2-difluorobenzo[d][1,3]dioxol-5-yl)-N-methylacetamide